C(C)(C)(C)C=1C(C(=CC(C1)=CC1=C(C=CC=C1)C)C(C)(C)C)=O 2,6-di-tert-butyl-4-(2-methylbenzylidene)cyclohexa-2,5-dien-1-one